CC(C)N1N=CC(=C1)C1=NN2C(=NC=3C(=CC=CC3C2=N1)C(F)(F)F)NC=1C(N=CC=NC1)=O (6R)-6-({2-[1-(propan-2-yl)-1H-pyrazol-4-yl]-7-(trifluoromethyl)[1,2,4]triazolo[1,5-c]quinazolin-5-yl}amino)-1,4-diazepin-5-one